5-fluoro-4-iodopyridin FC=1C(=CC=NC1)I